ClC1=C(C#N)C=CC(=C1)N1CC2(CC1C)CCN(CC2)C=2N=NC(=CC2)C(=O)N2CCC(CC2)CN2CCC(CC2)C2=CC(=CC=C2)NC2C(NC(CC2)=O)=O 2-Chloro-4-(8-(6-(4-((4-(3-((2,6-dioxopiperidin-3-yl)amino)phenyl)piperidin-1-yl)methyl)piperidine-1-carbonyl)pyridazin-3-yl)-3-methyl-2,8-diazaspiro[4.5]decan-2-yl)benzonitrile